(2-{6-Cyclopropyl-4-[4-fluoro-2-(4-methyl-1,2,4-triazol-3-yl)phenyl]pyridin-2-yl}-6-fluoro-7-methyl-1,3-benzoxazol-5-yl)methanol C1(CC1)C1=CC(=CC(=N1)C=1OC2=C(N1)C=C(C(=C2C)F)CO)C2=C(C=C(C=C2)F)C2=NN=CN2C